1,1,1-trifluoro-2-methylpropan-2-yl ((4-(5-(2-fluoropropan-2-yl)-1,2,4-oxadiazol-3-yl)bicyclo[2.2.2]octan-1-yl)methyl)(4'-isopropoxy-[1,1'-biphenyl]-3-yl)carbamate FC(C)(C)C1=NC(=NO1)C12CCC(CC1)(CC2)CN(C(OC(C(F)(F)F)(C)C)=O)C=2C=C(C=CC2)C2=CC=C(C=C2)OC(C)C